C(C)(=O)OC1CCN(CC1)C1=NC=C(C=C1NC(=O)C=1OC(=CC1)Br)C(F)(F)F [1-[3-[(5-bromofuran-2-carbonyl)amino]-5-(trifluoromethyl)-2-pyridyl]-4-piperidyl] acetate